3-phenylpropanol C1(=CC=CC=C1)CCCO